FC=1C=C(C=CC1OC)C(CCC)N (3-fluoro-4-methoxyphenyl)butan-1-amine